ClC1=CC=C(C=C1)N1N=C(C=C1)OC(=O)[O-] (N-p-chlorophenyl)-3-pyrazolyloxycarboxylate